7-((2-aminocyclopentyl)amino)-1-(isopropylamino)-2,6-naphthyridine-3-carbonitrile NC1C(CCC1)NC1=NC=C2C=C(N=C(C2=C1)NC(C)C)C#N